2,5-dimethyl-8-oxo-6,8-dihydro-1,3,7,8b-tetraaza-as-indacene-7-carboxylic acid tert-butyl ester C(C)(C)(C)OC(=O)N1CC=2C(=CC3=NC(=NN3C2C1=O)C)C